N-(5-((4-(benzo[b]thiophen-3-yl)pyrimidin-2-yl)amino)-2-(4-ethyl-piperazin-1-yl)-4-methoxyphenyl)acrylamide S1C2=C(C(=C1)C1=NC(=NC=C1)NC=1C(=CC(=C(C1)NC(C=C)=O)N1CCN(CC1)CC)OC)C=CC=C2